C(#N)C1=CC(=C(OCC2=C(C=CC(=N2)[C@@H]2C[C@H](N(C2)CC2=NC3=C(N2C[C@H]2OCC2)C=C(C=C3)C(=O)O)CF)F)C=C1)F 2-{[(2S,4R)-4-{6-[(4-cyano-2-fluorophenoxy)methyl]-5-fluoropyridin-2-yl}-2-(fluoromethyl)pyrrolidin-1-yl]methyl}-1-{[(2S)-oxetan-2-yl]methyl}-1H-1,3-benzodiazole-6-carboxylic acid